C(C)(C)(C)OC(=O)N1C[C@H](CC1)[C@@H](C(=O)N1C(OC[C@@H]1CC1=CC=CC=C1)=O)CC1=NOC2=C1C=CC(=C2)Br (3R)-3-[(2S)-1-[(4S)-4-benzyl-2-oxo-1,3-oxazolidin-3-yl]-3-(6-bromobenzo[d]isoxazol-3-yl)-1-oxopropan-2-yl]pyrrolidine-1-carboxylic acid tert-butyl ester